ClC1=C(C=C2C=C(N=CC2=C1)NC(=O)C1CC12CCOCC2)C(COC)C N-(7-chloro-6-(1-methoxypropan-2-yl)isoquinolin-3-yl)-6-oxaspiro[2.5]octane-1-carboxamide